trans-4-bromo-β-nitrostyrene BrC1=CC=C(/C=C/[N+](=O)[O-])C=C1